ClC1=C(C#N)C=CC(=C1C)N[C@H]([C@H](C)O)C=1OC(=NN1)C1=CC=C(C=C1)N1CCN(CC1)CC=1C=NC=2C=C(C(NC2C1)=O)CC 2-Chloro-4-(((1R,2S)-1-(5-(4-(4-((7-ethyl-6-oxo-5,6-dihydro-1,5-naphthyridin-3-yl)methyl)piperazin-1-yl)phenyl)-1,3,4-oxadiazol-2-yl)-2-hydroxypropyl)amino)-3-methyl-Benzonitrile